[13C]1(=[13C]([13C](=[13C]([13C](=[13C]1Cl)Cl)Cl)Cl)Cl)O pentachlorophenol-13C6